(2R,3'S,7'R)-12'-hydroxy-3'-methyl-1',11'-dioxo-N-(2,4,6-trifluorobenzyl)-1',4',5',11'-tetrahydro-3'H,7'H-spiro[oxirane-2,6'-[2,7]methanopyrido[1,2-a][1,4]diazonine]-10'-carboxamide OC=1C(C(=CN2C1C(N1[C@H](CC[C@]3([C@H]2C1)OC3)C)=O)C(=O)NCC3=C(C=C(C=C3F)F)F)=O